iminosulfur fluoride N=[S]F